4-(5-((2-chlorophenyl)amino)-6-methyl-1H-pyrazolo[3,4-b]pyridin-1-yl)-N-(oxetan-3-yl)thiophene-2-carboxamide ClC1=C(C=CC=C1)NC=1C=C2C(=NC1C)N(N=C2)C=2C=C(SC2)C(=O)NC2COC2